C(=O)(O)C1=C(C=C(C=C1)C(NCCOCCOCCCCCCCl)=O)C1=C2C=CC(C=C2C(C2=CC(=CC=C12)N(C)C)(C)C)=[N+](C)C N-(10-(2-carboxy-5-((2-(2-((6-chlorohexyl)oxy)ethoxy)ethyl)carbamoyl)phenyl)-7-(dimethyl-amino)-9,9-dimethylanthracen-2(9H)-ylidene)-N-methylmethanaminium